3-chloro-4-[(2-cyclopropyl-6-fluoro-4-{[imidazolidin-2-ylidene]carbamoyl}phenyl)amino]-N-(1-methylcyclopropyl)pyridine-2-carboxamide ClC=1C(=NC=CC1NC1=C(C=C(C=C1F)C(N=C1NCCN1)=O)C1CC1)C(=O)NC1(CC1)C